N1N=CC=2C1=NC=C(C2)C#CC=2C=C(C(=O)NC1=CC=C3C(=NC=NC3=C1)N1CCN(CC1)C)C=CC2C 3-((1H-pyrazolo[3,4-b]pyridin-5-yl)ethynyl)-4-methyl-N-(4-(4-methylpiperazin-1-yl)quinazolin-7-yl)benzamide